1-(2-ethoxy-6-fluorophenyl)-1H-pyrazol-3-amine C(C)OC1=C(C(=CC=C1)F)N1N=C(C=C1)N